6-fluoro-7-[(2S,3S)-3-hydroxy-2-(hydroxymethyl)pyrrolidin-1-yl]-4-oxo-N-(3,3,4,4,4-pentafluoro-2-methylbut-2-yl)-1-(2,4,6-trifluorophenyl)-1,4-dihydro-1,8-naphthyridine-3-carboxamide FC=1C=C2C(C(=CN(C2=NC1N1[C@H]([C@H](CC1)O)CO)C1=C(C=C(C=C1F)F)F)C(=O)NC(C)(C(C(F)(F)F)(F)F)C)=O